CC(CC)(C)[Sn] (1,1-dimethylpropyl)tin